C(CCCCCCCCCCCCCCC)(=O)O.C(CCCCCCCCCCCCCCC)(=O)O.C(CC(O)(C(=O)O)CC(=O)O)(=O)O citric acid dipalmitate